3,4-dihydroxy-α-cyanocinnamate OC=1C=C(C=C(C(=O)[O-])C#N)C=CC1O